BrC1=CC2=C(C(=N1)OC)N=C(S2)NC(C)=O N-(6-bromo-4-methoxythiazolo[4,5-c]pyridin-2-yl)acetamide